Ethyl-{4-[({1-[(3,4-dichlorophenyl)methyl]-5-methyl-1H-1,2,3-triazol-4-yl}carbonyl)amino]phenyl}acetate C(C)OC(CC1=CC=C(C=C1)NC(=O)C=1N=NN(C1C)CC1=CC(=C(C=C1)Cl)Cl)=O